[C@H]1([C@@H](O)[C@@H](O)[C@H](O)[C@H](O1)CO)OCCN(CCCCCCN)CCO[C@@H]1[C@@H](O)[C@@H](O[C@@H]2[C@@H](O)[C@@H](O)[C@H](O)[C@H](O2)CO)[C@H](O)[C@H](O1)CO[C@@H]1[C@@H](O)[C@@H](O)[C@H](O)[C@H](O1)CO 6-({2-[(α-D-Mannopyranosyl)oxy]ethyl}[2-({(α-D-mannopyranosyl)-(1→3)-[α-D-mannopyranosyl-(1→6)]-α-D-mannopyranosyl}oxy)ethyl]amino)hexylamine